CN(C)CC=1N=C(N(C1)C=1C=CC=2N(C1)C(=CN2)C(=O)N)C2=NC(=CC=C2)C 6-(4-((Dimethylamino)methyl)-2-(6-methylpyridin-2-yl)-1H-imidazol-1-yl)imidazo[1,2-a]pyridine-3-formamide